6,8-dimethyl-3,4-dihydro-2H-1,4-benzoxazine CC=1C=C(C2=C(NCCO2)C1)C